C1(=CC=CC=C1)C1=NN2C(C=CC(=C2)C=O)=C1 2-phenylpyrazolo[1,5-a]pyridine-6-carbaldehyde